6-(4-(3-methyl-1-(3-oxo-4-(trifluoromethyl)-3,5,6,7-tetrahydro-2H-cyclopenta[c]pyridazin-7-yl)pyrrolidine-3-carbonyl)piperazin-1-yl)nicotinonitrile CC1(CN(CC1)C1CCC=2C1=NNC(C2C(F)(F)F)=O)C(=O)N2CCN(CC2)C2=NC=C(C#N)C=C2